C1=CC=CC=2C3=CC=CC=C3C(C12)COC(=O)N1[C@@H](C[C@@H](C1)OC1OCCCC1)C(=O)O (2S,4S)-1-(9H-fluoren-9-yl-methoxycarbonyl)-4-(oxan-2-yloxy)pyrrolidin-2-carboxylic acid